2-{4-[2-(2,6-dioxopiperidin-3-yl)-1,3-dioxo-2,3-dihydro-1H-isoindol-4-yl]morpholin-2-yl}acetic acid O=C1NC(CCC1N1C(C2=CC=CC(=C2C1=O)N1CC(OCC1)CC(=O)O)=O)=O